COC=1C(=C(C=CC1)N1C(=C2C(N(N=CC2=C1C)C1=NC=CC=N1)=O)C)C 6-(3-Methoxy-2-methylphenyl)-5,7-dimethyl-2-(pyrimidin-2-yl)-2,6-dihydro-1H-pyrrolo[3,4-d]pyridazin-1-one